1-(1,3-benzodioxol-5-yl)-N,2-dimethylpropan-2-amine O1COC2=C1C=CC(=C2)CC(C)(NC)C